CC(CC1=C(C=C(C=C1C)C)C)(C)NCC(O)C1=CC(=CC=2NC(COC21)=O)O 8-{2-[1,1-dimethyl-2-(2,4,6-trimethylphenyl)-ethylamino]-1-hydroxy-ethyl}-6-hydroxy-4H-benzo[1,4]oxazin-3-one